trans-4-[(3,4-difluorobenzyl)oxy]-N-[2-fluoro-3-(4-methyl-6-oxo-1,6-dihydropyrimidin-2-yl)-4-(trifluoromethyl)benzyl]cyclohexane-1-carboxamide FC=1C=C(CO[C@@H]2CC[C@H](CC2)C(=O)NCC2=C(C(=C(C=C2)C(F)(F)F)C=2NC(C=C(N2)C)=O)F)C=CC1F